C(C)S(=O)(=O)C=1C(=[N+](C=CC1)[O-])N1N=CC(=C1C)C1=CC=C(C=C1)C(F)(F)F 3-(ethylsulfonyl)-2-(5-methyl-4-(4-(trifluoromethyl)phenyl)-1H-pyrazol-1-yl)pyridine 1-oxide